4-[4-benzyloxy-1-(4-fluorophenyl)-2-(3-hydroxy-3-methyl-cyclobutyl)indol-3-yl]benzoic acid C(C1=CC=CC=C1)OC1=C2C(=C(N(C2=CC=C1)C1=CC=C(C=C1)F)C1CC(C1)(C)O)C1=CC=C(C(=O)O)C=C1